C(#N)C=1C(=CC(=C(C1)NC(C1=C(N=CC=C1)OC)=O)N1CCC(CC1)OC1=C(C=C(C=C1)F)F)C(N(C)C)=O N-(5-cyano-2-(4-(2,4-difluorophenoxy)piperidin-1-yl)-4-(dimethylcarbamoyl)phenyl)-2-methoxynicotinamide